CN1C2=C(C=3N=NC(=CC3CC1)N1N=C(N=C1N)NC1=CC(=C(C=C1)OCCN1CCCC1)F)C=CC=C2 1-(7-methyl-6,7-dihydro-5H-benzo[2,3]azepino[4,5-c]pyridazin-3-yl)-N3-(3-fluoro-4-(2-(pyrrolidin-1-yl)ethoxy)phenyl)-1H-1,2,4-triazole-3,5-diamine